C(CCCCCCCCCCC)C=1C(=C(C=C(C1)C)N1N=C2C(=N1)C=CC=C2)O 2-(3-dodecyl-2-hydroxy-5-methylphenyl)benzotriazole